CC1=CC=C2C(=CNC2=C1)CC(O)(C1=CC=CC=C1)C1=CC=CC=C1 2-(6-methyl-1H-indol-3-yl)-1,1-Diphenylethane-1-ol